COCC1=CC=C(C=C1)C1=NC(=NC=C1)N1CCC(CC1)(C(=O)NC1(CCN2CCC1CC2)C)C 1-(4-(4-(methoxymethyl)phenyl)pyrimidin-2-yl)-4-methyl-N-(4-methyl-1-azabicyclo[3.2.2]non-4-yl)piperidine-4-carboxamide